(3-amino-2,6-difluorophenyl)methanol NC=1C(=C(C(=CC1)F)CO)F